Cl.N1C(C=CC=C1)=N pyridinimine HCl salt